(S)-N-(4-AMINO-3,4-DIOXO-1-PHENYLBUTAN-2-YL)-2-METHYL-4-PHENYLTHIAZOLE-5-CARBOXAMIDE NC(C([C@H](CC1=CC=CC=C1)NC(=O)C1=C(N=C(S1)C)C1=CC=CC=C1)=O)=O